ClC1=C(C=C2C=C(N=CC2=C1)NC(=O)C1C(C1C1=NC=CC=C1)C)N1CC[NH+](CC1)C1(COCC1F)C N-[7-chloro-6-[4-(4-fluoro-3-methyl-tetrahydrofuran-3-yl)piperazin-4-ium-1-yl]-3-isoquinolyl]-2-methyl-3-(2-pyridyl)cyclopropanecarboxamide